BrC1=C(NC2=CC=CC=C12)C=1N=C2N(C=CC(=C2)C(=O)OC)C1C methyl 2-(3-bromo-1H-indol-2-yl)-3-methylimidazo[1,2-a]pyridine-7-carboxylate